BrC1=C(C=CC(=N1)N1N=CC(=C1C(F)(F)F)C(=O)NC=1C=NC(=C(C1)Cl)N1N=CC=N1)F 1-(6-bromo-5-fluoropyridin-2-yl)-N-(5-chloro-6-(2H-1,2,3-triazol-2-yl)pyridin-3-yl)-5-(trifluoromethyl)-1H-pyrazole-4-carboxamide